FC(C1=CC=C(C=C1)C=CC(C)=O)F 4-[4-(difluoromethyl)phenyl]but-3-en-2-one